O=C1N(CCC(N1)=O)C1=CC=C(C=C1)N1CCN(CC1)CCCNC(OC(C)(C)C)=O tert-butyl (3-(4-(4-(2,4-dioxotetrahydropyrimidin-1(2H)-yl)phenyl)piperazin-1-yl)propyl)carbamate